C1CCC12NCC[C@H](C2)N2CC1=C(C=C(C=C1CC2)C(=O)OC)F methyl 2-[(8R)-5-azaspiro[3.5]nonan-8-yl]-8-fluoro-3,4-dihydro-1H-isoquinoline-6-carboxylate